[N+](=O)([O-])C1=C(C(=O)[O-])C=CC=C1.[Co+2].[N+](=O)([O-])C1=C(C(=O)[O-])C=CC=C1 cobalt nitrobenzoate